6-(2-(7,7-dimethyl-1-oxo-1,3,4,6,7,8-hexahydro-2H-cyclopenta[4,5]pyrrolo[1,2-a]pyrazin-2-yl)-3-((R)-1-hydroxyethyl)pyridin-4-yl)-4-methyl-3-oxo-3,4-dihydropyrazin CC1(CC2=C(C=C3N2CCN(C3=O)C3=NC=CC(=C3[C@@H](C)O)C3=CN(C(C=N3)=O)C)C1)C